CC(=CC=NO)CCC=C(C)C 3,7-dimethyl-2,6-octadiene-1-aldoxime